C1(CC1)OC=1C(=NC=CC1)C=O 3-CYCLOPROPOXYPICOLINALDEHYDE